C(C)C([C@H](C)N[S@](=O)C(C)(C)C)CC (R)-N-((S)-3-ethyl-pentan-2-yl)-2-methylpropane-2-sulfinamide